ClC=1C(=C(C=CC1F)NC1=NC=NC2=CC(=CC(=C12)O[C@@H](C)C1=NC=CC=N1)C=1C=NN(C1)C([2H])([2H])[2H])F (S)-N-(3-chloro-2,4-difluorophenyl)-7-(1-(methyl-d3)-1H-pyrazol-4-yl)-5-(1-(pyrimidin-2-yl)ethoxy)quinazolin-4-amine